6-(2-chlorophenyl)-2-({4-[(2S)-2-(methoxymethyl)pyrrolidin-1-yl]phenyl}amino)imidazo[1,2-a]pyrimido[5,4-e]pyrimidin-5(6H)-one ClC1=C(C=CC=C1)N1C=2N(C3=C(C1=O)C=NC(=N3)NC3=CC=C(C=C3)N3[C@@H](CCC3)COC)C=CN2